NC=1C(=NN2C1C(N[C@@H](C2)C)=O)Br (6R)-3-amino-2-bromo-6-methyl-5H,6H,7H-pyrazolo[1,5-a]pyrazin-4-one